3,3,7,8-tetrafluoro-1-azaspiro[4.4]nonane-2,4-dione FC1(C(NC2(C1=O)CC(C(C2)F)F)=O)F